N-(5-(4-(4-acryloyl-piperazin-1-yl)quinazolin-6-yl)-2-methoxypyridin-3-yl)-5-fluoropyridine-2-sulfonamide C(C=C)(=O)N1CCN(CC1)C1=NC=NC2=CC=C(C=C12)C=1C=C(C(=NC1)OC)NS(=O)(=O)C1=NC=C(C=C1)F